(R)-N-((1R,5S,8s)-3-(6-methylpyrimidin-4-yl)-3-azabicyclo[3.2.1]oct-8-yl)-8-(2,3,4-trifluorophenoxy)-5,6,7,8-tetrahydro-[1,2,4]triazolo[1,5-a]pyridin-2-amine CC1=CC(=NC=N1)N1C[C@H]2CC[C@@H](C1)C2NC2=NN1C([C@@H](CCC1)OC1=C(C(=C(C=C1)F)F)F)=N2